C(C1=CC=CC=C1)OC1=CC=C(C=C1)C(=O)C1=C(N(C2=NC=CC=C21)C)CC (4-(benzyloxy)phenyl)(2-ethyl-1-methyl-1H-pyrrolo[2,3-b]pyridin-3-yl)methanone